dihydroxyquinoline-3-carboxamide OC1=C(C(=NC2=CC=CC=C12)O)C(=O)N